dichloro(2,2'-bipyridine) ruthenium [Ru].ClC1=C(C(=NC=C1)C1=NC=CC=C1)Cl